(difluoromethoxy)-6-methylpyridin FC(OC1=NC(=CC=C1)C)F